CS(=O)(=O)O[C@@H]1[C@@H](CC2(OCCO2)CC1)C |r| rac-(7R,8S)-7-Methyl-1,4-dioxaspiro[4.5]decan-8-yl methanesulfonate